FC1=CC=C(C=C1)[C@H](C)C1=C(N=CC(=N1)C(=O)NC)NCCN1CCCC1 (S)-6-(1-(4-fluorophenyl)ethyl)-N-methyl-5-((2-(pyrrolidin-1-yl)ethyl)amino)pyrazine-2-carboxamide